C(C)NC1=C(C=C(C#N)C=C1)[N+](=O)[O-] 4-(ethylamino)-3-nitrobenzonitrile